tetra-tert-butyldodecylammonium C(C)(C)(C)C(C([NH3+])(C(C)(C)C)C(C)(C)C)(CCCCCCCCCC)C(C)(C)C